CN(C)CCOC1=CC=C(C=C1)[C@@H]1CC(C=C2CC[C@H]3[C@@H]4CC[C@@]([C@@]4(C)CCC3=C12)(O)C#CC)=O 1β-(4-dimethylaminoethoxyphenyl)-17α-propynyl-17β-hydroxy-4,9-estradien-3-one